FC1=C(C=C(C=C1)C1CC(C(C1)N1C[C@@H](CCC1)NC(OC(C)(C)C)=O)O)OC tert-butyl (3R)-1-(4-(4-fluoro-3-methoxyphenyl)-2-hydroxycyclopentyl)piperidin-3-ylcarbamate